(3R)-3-(methoxy-d3)pyrrolidine-1-sulfonyl chloride C(O[C@H]1CN(CC1)S(=O)(=O)Cl)([2H])([2H])[2H]